CC1=C(C2=C(C=N1)NN=C2C#C[Si](C)(C)C)C=O methyl-3-(2-trimethylsilylethynyl)pyrazolo[3,4-c]pyridine-4-carbaldehyde